2-hydroxy-methyl-6-nitropyridine OC1=NC(=CC=C1C)[N+](=O)[O-]